(2-aminoethyl)bis(2-pyridylmethyl)amine NCCN(CC1=NC=CC=C1)CC1=NC=CC=C1